BrC1=C2C=CN=C(C2=CC(=C1)F)OC 5-bromo-7-fluoro-1-methoxyisoquinoline